C(C)OC(=O)C1CC(=NN1C1=NC=CC=C1Cl)OC1CSC1 1-(3-Chloropyridin-2-yl)-3-(thietan-3-yloxy)-4,5-dihydro-1H-pyrazole-5-carboxylic acid Ethyl ester